2-(4-(2-(7,8-dimethyl-[1,2,4]triazolo[1,5-a]pyridin-6-yl)-3-isopropyl-4-methyl-1H-pyrrolo[2,3-c]pyridin-5-yl)piperazin-1-yl)-N-methylacetamide CC1=C(C=2N(C=C1C1=C(C=3C(=CN=C(C3C)N3CCN(CC3)CC(=O)NC)N1)C(C)C)N=CN2)C